4-pentoxy-4'-cyanobiphenyl C(CCCC)OC1=CC=C(C=C1)C1=CC=C(C=C1)C#N